C1(CC1)C=1C=2C=3N(C=NC2C=CC1)N=C(N3)C3=CC(=CC=C3)F 10-cyclopropyl-2-(3-fluorophenyl)[1,2,4]triazolo[1,5-c]quinazolin